ClC=1C=NC2=CC(=C(C=C2C1)C(=C)OCC)OC 3-chloro-6-(1-ethoxyvinyl)-7-methoxyquinoline